3-(((3-(5-(1H-benzo[d]imidazol-2-yl)thiophen-3-yl)benzyl)amino)methyl)-N-methylbenzamide N1C(=NC2=C1C=CC=C2)C2=CC(=CS2)C=2C=C(CNCC=1C=C(C(=O)NC)C=CC1)C=CC2